bicyclo(1.1.1)pentane-1-carboxylic acid methyl ester COC(=O)C12CC(C1)C2